ClCC1=NN=NN1C(C1=CC=CC=C1)(C1=CC=CC=C1)C1=CC=CC=C1 5-(chloromethyl)-1-trityl-1H-tetrazole